β-ethoxymethyl cyanoacrylate C(#N)C(C(=O)OCOCC)=C